N'-(2,5-dimethyl-3-(4,4,5,5-tetramethyl-1,3,2-dioxaborolan-2-yl)phenyl)-N-ethyl-N-methylformimidamide CC1=C(C=C(C=C1B1OC(C(O1)(C)C)(C)C)C)N=CN(C)CC